C1=C(C=CC2=CC3=CC=CC=C3C=C12)C1=CC=C(C#N)C=C1 4-(anthracene-2-yl)benzonitrile